ClC1=CC=C(C(=N1)C(CNC(=O)C1=NOC(=C1)C1=C(C=C(C=C1)F)F)(C)C=1C=NN(C1)C)C N-[2-(6-chloro-3-methyl-2-pyridyl)-2-(1-methylpyrazol-4-yl)propyl]-5-(2,4-difluorophenyl)isoxazole-3-carboxamide